7-(2-chloro-4-fluorophenyl)-4-(3-methoxypropoxy)-2,2-dimethyl-11-oxo-1,2,7,11-tetrahydrobenzofuro[4,5-e]pyrido[1,2-c][1,3]oxazine-10-carboxylic acid ClC1=C(C=CC(=C1)F)C1OC2=C(C=3N1C=C(C(C3)=O)C(=O)O)C=3CC(OC3C(=C2)OCCCOC)(C)C